BrC1=CC=CC(=N1)OCCOC=1C=NC=CC1C#CC1=C2C=C(N=CC2=C(N=C1)NC)NC(=O)C1CC1 N-(5-((3-(2-((6-bromopyridin-2-yl)oxy)ethoxy)pyridin-4-yl)ethynyl)-8-(methylamino)-2,7-naphthyridin-3-yl)cyclopropanecarboxamide